1-(4,5-dihydro-3-hydroxy-2-(pyridin-2-yl)-2H-pyrazolo[3,4-c]pyridin-6(7H)-yl)butan-1-one OC=1N(N=C2CN(CCC21)C(CCC)=O)C2=NC=CC=C2